BrC=1C=CC(=NC1)[C@H](C(=O)C1=CC(=C(C(=O)N)C=C1)F)CCOC(F)F |r| (±)-4-(2-(5-Bromopyridin-2-yl)-4-(difluoromethoxy)butyryl)-2-fluorobenzamide